BrN1CC=CC2=CC=CC(=C12)Br 1,8-dibromoquinoline